ClC=1N=C(OC1C1=CNC2=CC=CC=C12)C 3-(4-chloro-2-methyloxazol-5-yl)-indole